ClC=1C=C(N=NC1)C(=O)N(C)OC 5-Chloro-N-methoxy-N-methyl-pyridazine-3-carboxamide